6-chloro-4-[4-fluoro-2-(1-methylimidazol-2-yl)phenyl]pyridine-2-carbonitrile ClC1=CC(=CC(=N1)C#N)C1=C(C=C(C=C1)F)C=1N(C=CN1)C